COC1=NC=CC(=C1)C1(CC1)NCC(=O)N1CC2CCC(C1)N2C2=NC=C(C#N)C=C2 6-(3-((1-(2-methoxypyridin-4-yl)cyclopropyl)glycyl)-3,8-diazabicyclo[3.2.1]octan-8-yl)nicotinonitrile